6-(3-(azidomethyl)phenyl)-N-((1r,3r)-3-methoxycyclobutyl)-2-(1-methyl-1H-imidazol-2-yl)-5-phenylpyrrolo[2,1-f][1,2,4]triazin-4-amine N(=[N+]=[N-])CC=1C=C(C=CC1)C=1C(=C2C(=NC(=NN2C1)C=1N(C=CN1)C)NC1CC(C1)OC)C1=CC=CC=C1